(trifluoromethyl)-5,6-Dihydroimidazo[1,5-a]pyrazine-7(8H)-carboxylic acid tert-butyl ester C(C)(C)(C)OC(=O)N1CC=2N(CC1)C=NC2C(F)(F)F